COC1=CC2=CC3=C(C(OC3)=O)C(=C2C=C1OC)C1=CC=C(C=C1)NC 6,7-dimethoxy-9-(4-(methylamino)phenyl)naphtho[2,3-c]furan-1(3H)-one